C(C)(C)(C)OC(NS(=O)(=O)CC1(CCOC2=C1C=C(C(=C2)F)F)O)=O.C(#N)CCC#CC2=CC=C(N=N2)NC(CC2=NC=CC=C2)=O N-(6-(4-cyanobut-1-yn-1-yl)pyridazin-3-yl)-2-(pyridin-2-yl)acetamide tert-butyl-N-[(6,7-difluoro-4-hydroxy-3,4-dihydro-2H-1-benzopyran-4-yl)methanesulfonyl]carbamate